O1COC2=C1C=CC(=C2)C2CCN(CC2)S(=O)(=O)C=2C=NN(C2Cl)C 4-(benzo[d][1,3]dioxol-5-yl)-1-((5-chloro-1-methyl-1H-pyrazol-4-yl)sulfonyl)piperidine